ClC1=NC=2CCC(CC2C(=N1)OC1=C(C(=CC(=C1F)F)F)F)C1=C(C=CC=C1)F 2-chloro-6-(2-fluorophenyl)-4-(2,3,5,6-tetrafluorophenoxy)-5,6,7,8-tetrahydroquinazoline